C([O-])([O-])=O.C=C.C=C.[Li+].[Li+] lithium diethylene carbonate